C(C)O[Si]1(N(CCCC1)[Si](CC)(CC)CC)OCC 2,2-diethoxy-1-(triethylsilyl)aza-2-silacyclohexane